C(C)(C)(C)N(C(O)=O)[C@@H](C1CCC(CC1)(F)F)C=1N=C2N(N=CC(=C2)[C@H](COC)NC(CC2CC(C2)(F)F)=O)C1.C(CCCCCCCCCCCCC)(=O)SCCNC(CCNC([C@@H](C(COP(OP(OC[C@@H]1[C@H]([C@H]([C@@H](O1)N1C=NC=2C(N)=NC=NC12)O)OP(=O)(O)O)(=O)O)(=O)O)(C)C)O)=O)=O |o1:25| Myristoyl-Coenzyme A tert-Butyl-((S)-(7-((R*)-1-(2-(3,3-difluorocyclobutyl)acetamido)-2-methoxyethyl)imidazo[1,2-b]pyridazin-2-yl)(4,4-difluorocyclohexyl)methyl)carbamate